vinyliso-butyldimethoxysilane C(=C)[Si](OC)(OC)CC(C)C